3-[5,7-difluoro-2-(4-fluorophenyl)-1H-indol-3-yl]-N-[(3S,4S)-4-hydroxy-2-oxo-pyrrolidin-3-yl]propanamide FC=1C=C2C(=C(NC2=C(C1)F)C1=CC=C(C=C1)F)CCC(=O)N[C@@H]1C(NC[C@@H]1O)=O